C(C)(C)(C)OC(=O)N1C[C@@H](N(CC1)C=1C2=C(N=CN1)N(C=C2Br)[C@@H]2C[C@@H](CCC2)C#N)C (S)-4-(5-bromo-7-(cis-3-cyanocyclohexyl)-7H-pyrrolo[2,3-d]pyrimidin-4-yl)-3-methylpiperazine-1-carboxylic acid tert-butyl ester